CC(CC(C)C)NC1=CC=C(C=C1)NC1=CC=CC=C1 1,3-Dimethylbutyl-N-phenyl-para-phenylenediamine